BrC1=CC=C2C3(CC=4C(=NOC4C2=C1)C(=O)OCC)C(C3C)F ethyl 8'-bromo-2-fluoro-3-methyl-4'H-spiro[cyclopropane-1,5'-naphtho[2,1-d]isoxazole]-3'-carboxylate